C(#N)[C@@H](CNC(OC(C)(C)C)=O)COCCOC(C1=CC=CC=C1)(C1=CC=CC=C1)C1=CC=CC=C1 tert-butyl (R)-(2-cyano-3-(2-(trityloxy)ethoxy)propyl)carbamate